NC1=C(C=C(N=N1)C1=C(C=CC=C1)O)C1=NC=CC(=C1)C1CCNCC1 2-[6-amino-5-[4-(4-piperidyl)-2-pyridyl]pyridazin-3-yl]phenol